F[C@@H]1CN(C[C@H]1F)CCCCC(=O)O 5-[trans-3,4-difluoropyrrolidin-1-yl]pentanoic acid